FC1=C(CC2=CC=CC3=C2NC(=NS3(=O)=O)NCC3=C(C=CC=C3)F)C=CC=C1 5-(2-fluorobenzyl)-3-((2-fluorobenzyl)amino)-4H-benzo[e][1,2,4]thiadiazine 1,1-dioxide